N[C@@H]1CN(CCC1(F)F)C1=NC2=C(N1CC1=NC=C(C=C1)Cl)C=C(C=C2)C#N 2-((3R)-3-amino-4,4-difluoro-1-piperidinyl)-1-((5-chloro-2-pyridinyl)methyl)-1H-benzimidazole-6-carbonitrile